4-(tert-butyl)-5-chloro-2-methylphenol C(C)(C)(C)C1=CC(=C(C=C1Cl)O)C